Br\C(=C/1\C(=COC2=C1C=CC=C2)CS(=O)(=O)C2=CC=C(C)C=C2)\C2=CC=CC=C2 (E)-4-(bromo(phenyl)methylene)-3-(tosylmethyl)benzopyran